N-[4-(3-cyanophenyl)-5-(2,6-dimethyl-4-pyridinyl)thiazol-2-yl]-5,8-diazaspiro[3.5]nonane-5-carboxamide C(#N)C=1C=C(C=CC1)C=1N=C(SC1C1=CC(=NC(=C1)C)C)NC(=O)N1C2(CCC2)CNCC1